NC1=NC=2C(=CC=CC2C=2N1C=C(N2)C(=O)N2CCC1(CCN(C1)CCC)CC2)F (5-amino-7-fluoroimidazo[1,2-c]quinazolin-2-yl)(2-propyl-2,8-diazaspiro[4.5]decan-8-yl)methanone